C(C1=CC=CC=C1)(=O)OC1OC[C@H]([C@@H]([C@H]1OC(C1=CC=CC=C1)=O)OC(C1=CC=CC=C1)=O)OC(C1=CC=CC=C1)=O (3R,4S,5R)-tetrahydro-2H-pyran-2,3,4,5-tetrayl tetrabenzoate